1-isopropylamino-3-(2,4-dibromo-1-naphthoxy)-2-propanol C(C)(C)NCC(COC1=C(C=C(C2=CC=CC=C12)Br)Br)O